FC(OC1=NC=CC=2N=CN=CC21)(F)F 5-(trifluoromethoxy)pyrido[4,3-d]pyrimidin